6-(3,5-dimethylisoxazol-4-yl)quinoline-2-carboxamide CC1=NOC(=C1C=1C=C2C=CC(=NC2=CC1)C(=O)N)C